racemic-3-iodo-1-phenyl-1-propanol ICC[C@@H](O)C1=CC=CC=C1 |r|